4'-bipyridinealone N1=C(C(CC=C1)=O)C1=NC=CC(=C1)C=O